2-chloro-6-fluoro-3-methyl-4-(4,4,5,5-tetramethyl-1,3,2-dioxaborolan-2-yl)phenol ClC1=C(C(=CC(=C1C)B1OC(C(O1)(C)C)(C)C)F)O